N1=C(C=CC=C1)C1=CC=2C(=NC=CC2C=2C=C3C(=NNC3=CC2)N)N1 5-(2-(Pyridin-2-yl)-1H-pyrrolo[2,3-b]pyridin-4-yl)-1H-indazol-3-amine